C(C)(C)(C)OC(=O)CN(C1=CC=C2C(=CC(OC2=C1)=O)C)CC(=O)OC(C)(C)C 7-[bis(t-butoxycarbonylmethyl)amino]-4-methylcoumarin